N-(8-(methylamino)-5-(2-(methylthio)phenyl)-2,7-naphthyridin-3-yl)cyclopropanecarboxamide CNC=1N=CC(=C2C=C(N=CC12)NC(=O)C1CC1)C1=C(C=CC=C1)SC